FC1=CC=C(CC2CCN(CC2)C(C2=C(C=CC=C2)C2=NC=NC=C2)=O)C=C1 4-(4-fluorobenzyl)-1-(2-(pyrimidin-4-yl)benzoyl)piperidine